(S)-5-(1-(2-Methyl-5-((1-methylazetidin-2-yl)methoxy)benzamido)cyclopropyl)quinolin-7-yl trifluoromethanesulfonate FC(S(=O)(=O)OC1=CC(=C2C=CC=NC2=C1)C1(CC1)NC(C1=C(C=CC(=C1)OC[C@H]1N(CC1)C)C)=O)(F)F